FC=1C=C(OC2=CC=C(C=C2)NC(OCC=2C(=C3C(N(CC3=CC2)C2C(NC(CC2)=O)=O)=O)O[C@H]2COCCC2)=O)C=CC1F.C(C)(=O)NCCNCCN N-acetyl diethylenetriamine [2-(2,6-dioxopiperidin-3-yl)-4-[(3R)-oxan-3-yloxy]-3-oxo-2,3-dihydro-1H-isoindol-5-yl]methyl N-[4-(3,4-difluorophenoxy) phenyl]carbamate